[Tm].[Al].[Y] yttrium aluminum thulium